C(C)(C)(C)OC(=O)N1CCN(CC1)C1=NC=C(C=C1)C=1C=2N(C=C(C1)C=1C(=NN(C1)C)C1CC1)N=CC2C#N 4-(5-(3-cyano-6-(3-cyclopropyl-1-methyl-1H-pyrazol-4-yl)pyrazolo[1,5-a]pyridin-4-yl)pyridin-2-yl)piperazine-1-carboxylic acid tert-butyl ester